CN(C)CC1=CC=C(C=C1)C1=C(C=2C(=NC=C3C2N(C(N3C([2H])([2H])[2H])=O)[C@H]3C[C@@H](CC3)NC(OC)=O)N1)C=1C=C3C=NN(C3=CC1)C(C)C methyl ((1R,3R)-3-(7-(4-((dimethylamino)methyl)phenyl)-8-(1-isopropyl-1H-indazol-5-yl)-3-(methyl-d3)-2-oxo-3,6-dihydroimidazo[4,5-d]pyrrolo[2,3-b]pyridin-1(2H)-yl)cyclopentyl)carbamate